C1(CCC1)C1=CN=C(S1)C=1C=C(C(=O)N[C@H](C)C2=NC=C(N=C2)C)C=C(C1)OC[C@H]1OCCC1 3-(5-cyclobutyl-1,3-thiazol-2-yl)-N-[(1R)-1-(5-methylpyrazin-2-yl)ethyl]-5-[(2S)-tetrahydrofuran-2-ylmethoxy]benzamide